ethyl 1-(2-morpholinoethyl)-3-(3-(5-(pentan-3-ylcarbamoyl) oxazol-2-yl) phenyl)-1H-pyrazole-5-carboxylate O1CCN(CC1)CCN1N=C(C=C1C(=O)OCC)C1=CC(=CC=C1)C=1OC(=CN1)C(NC(CC)CC)=O